(S)-2-(4-(7-(difluoromethyl)pyrazolo[1,5-a]pyridin-2-yl)-1,4,6,7-tetrahydro-5H-imidazo[4,5-c]pyridin-5-yl)-5-(3-methylpyridin-2-yl)-1,3,4-oxadiazole FC(C1=CC=CC=2N1N=C(C2)[C@H]2N(CCC1=C2N=CN1)C=1OC(=NN1)C1=NC=CC=C1C)F